4-(methylamino)cyclohexanecarboxamide t-butyl-5-carbonyl-5,7-dihydrospiro[cyclopenta[b]pyridine-6,4'-piperidine]-1'-carboxylate C(C)(C)(C)OC(=O)N1CCC2(CC1)C(C=1C(=NC=CC1)C2)=C=O.CNC2CCC(CC2)C(=O)N